COC(=O)C=1C=CC2=C(N(C(=N2)[C@H](C)N2CCC(CC2)C2=NC=CC(=N2)OCC2=C(C=C(C=C2)C#N)F)C[C@H]2OCC2)C1 2-((S)-1-(4-(4-((4-cyano-2-fluorobenzyl)oxy)pyrimidin-2-yl)piperidin-1-yl)ethyl)-1-(((S)-oxetan-2-yl)methyl)-1H-benzo[d]imidazole-6-carboxylic acid methyl ester